IC=1C=C(C[C@@H](N)C(=O)O)C=CC1 3-iodo-D-phenylalanine